(R)-3-(bromomethyl)hexanoic acid BrC[C@@H](CC(=O)O)CCC